di-secondary-butoxybarium C(C)(CC)O[Ba]OC(C)CC